(6-(2-oxo-1,3-oxazinan-3-yl)pyridin-2-yl)boronic acid O=C1OCCCN1C1=CC=CC(=N1)B(O)O